C[Si](CCOCN1C=CC2=C1N=CN=C2C2=CN=C(S2)[C@H](C#N)CCC)(C)C |r| (2S)- and (2R)-2-[5-(7-[2-(Trimethylsilyl)ethoxy]methyl-7H-pyrrolo[2,3-d]pyrimidin-4-yl)-1,3-thiazol-2-yl]pentanenitrile